perylene C1=CC=C2C=CC=C3C4=CC=CC5=CC=CC(C1=C23)=C45